OC1CCOC2=CC(=C(C=C12)OC1=CC=C2CN(C(C2=C1)=O)C)[N+](=O)[O-] 6-((4-Hydroxy-7-nitrochroman-6-yl)oxy)-2-methylisoindolin-1-one